C(C)(C)OC=1C=C2C(=NNC2=CC1)C1=NC=NC(=C1)N1C[C@@H](N(CC1)CCN1CCNCC1)C 5-isopropoxy-3-[6-[(3S)-3-methyl-4-(2-piperazin-1-ylethyl)piperazin-1-yl]pyrimidin-4-yl]-1H-indazole